bis(2,6-diisopropylphenyl)-4-phenyl-phenylphosphonite C(C)(C)C1=C(C(=CC=C1)C(C)C)C=1C(=C(C=CC1C1=CC=CC=C1)P([O-])[O-])C1=C(C=CC=C1C(C)C)C(C)C